4-[4-[[4-Chloro-3-(trifluoromethyl)phenyl]carbamoylamino]phenoxy]-N-benzyl-pyridine-2-carboxamide ClC1=C(C=C(C=C1)NC(=O)NC1=CC=C(OC2=CC(=NC=C2)C(=O)NCC2=CC=CC=C2)C=C1)C(F)(F)F